3-((4-(5-(2-cyclopentylethyl)-1,2,4-oxadiazol-3-yl)-2-nitrophenyl)amino)propionic acid C1(CCCC1)CCC1=NC(=NO1)C1=CC(=C(C=C1)NCCC(=O)O)[N+](=O)[O-]